2-((8-bromooctanoyl)oxy)propane BrCCCCCCCC(=O)OC(C)C